CN1N=CC=C1C=1C(NN=C(C1)N1[C@@H](COCC1)C)CNC(=O)C1=CC=NN1 N-((4-(1-methyl-1H-pyrazol-5-yl)-6-((R)-3-methylmorpholinyl)-2,3-dihydropyridazin-3-yl)methyl)-1H-pyrazole-5-carboxamide